3-bromo-1,6-dimethyl-1H-pyrrolo[2,3-b]pyridine-2-carboxylic acid ethyl ester C(C)OC(=O)C1=C(C=2C(=NC(=CC2)C)N1C)Br